ClC1=CC(=C(CN(C(=O)C2N(CC(C2)F)[S@](=O)(=NC)C2=CC=C(C=C2)C)C2CC3(CC3(F)F)C2)C=C1)F N-(4-chloro-2-fluorobenzyl)-N-(1,1-difluorospiro[2.3]hexan-5-yl)-1-((R)-N,4-dimethylphenylsulfonimidoyl)-4-fluoropyrrolidine-2-carboxamide